tetra-t-butoxytin C(C)(C)(C)O[Sn](OC(C)(C)C)(OC(C)(C)C)OC(C)(C)C